ClC=1C=CC(=C(C[N+]#[C-])C1)F 5-CHLORO-2-FLUOROBENZYLISOCYANIDE